CO[C@H](CCCCCC(C(=O)OCC)(C)C)[C@@H](CCCCCC(C(=O)OCC)(C)C)OC diethyl (8R,9R)-8,9-dimethoxy-2,2,15,15-tetramethylhexadecanedioate